D-Fucosamin OC1[C@H](N)[C@@H](O)[C@@H](O)[C@H](O1)C